FC(C=1C(=C(C=CC1)C(C)NN1C=C(O[C@@H](C1)C1=CC=CC=C1)C)F)F (R)-4-((1-(3-(difluoromethyl)-2-fluorophenyl)ethyl)amino)-2-methyl-6-phenyl-6H-[1,4]oxazin